3-[(3-fluorophenyl)sulfanyl]-N-hydroxypyridazine-4-carboximidamide FC=1C=C(C=CC1)SC=1N=NC=CC1C(NO)=N